OC1=C(C=CC=C1C)C=1SC[C@H](N1)[C@H]1SC[C@@H](N1C)C(=O)O (2R,4S)-2-((S)-2-(2-hydroxy-3-methylphenyl)-4,5-dihydrothiazol-4-yl)-3-methylthiazolidine-4-carboxylic acid